[3-[4-[4-[6-chloro-4-(trifluoromethyl)-2-pyridinyl]piperazin-1-yl]sulfonylphenyl]-2-oxo-oxazolidin-5-yl]4-methylbenzenesulfonic acid methyl ester COS(=O)(=O)C1=C(C=C(C=C1)C)C1CN(C(O1)=O)C1=CC=C(C=C1)S(=O)(=O)N1CCN(CC1)C1=NC(=CC(=C1)C(F)(F)F)Cl